(R)-3-chloro-2-fluoropropanoic acid ClC[C@@H](C(=O)O)F